ClC1=C(C(=S)N)C=CC=C1 chlorothiobenzamide